(+-)-17,18-epoxyEicosatetraenoic Acid C(C=CC=CC=CC=CCCCCCCCC1C(CC)O1)(=O)O